N-(3-methyl-4-{[1,2,4]triazolo[1,5-a]pyridin-7-yloxy}phenyl)-6-(piperazin-1-yl)pyrido[3,2-d]pyrimidin-4-amine hydrochloride Cl.CC=1C=C(C=CC1OC1=CC=2N(C=C1)N=CN2)NC=2C1=C(N=CN2)C=CC(=N1)N1CCNCC1